[O-2].[Ce+4].[O-2] cerium (iv) oxide